C(C)(C)(C)N(C(O)=O)CC1=C(C=C(C=C1)C1=NC=NN2C1=CC(=C2)Br)C(F)(F)F.BrC2=C(SC=C2C)CCC(=O)N 3-(3-bromo-4-methylthiophene-2-yl)propanamide tert-butyl-(4-(6-bromopyrrolo[2,1-f][1,2,4]triazin-4-yl)-2-(trifluoromethyl)benzyl)carbamate